exo-7-Ethyl-2-(2-(7-methoxybenzofuran-3-yl)ethyl)-2-azabicyclo[2.2.2]oct-5-ene C(C)C1C2N(CC(C=C2)C1)CCC1=COC2=C1C=CC=C2OC